methyl (5-((4-morpholinophenyl)thio)-1H-benzo[d]imidazol-2-yl)carbamate O1CCN(CC1)C1=CC=C(C=C1)SC1=CC2=C(NC(=N2)NC(OC)=O)C=C1